3-[3-fluoro-4-[4-[2-(4-piperidyl)ethyl]-1-piperidyl]anilino]piperidine-2,6-dione FC=1C=C(NC2C(NC(CC2)=O)=O)C=CC1N1CCC(CC1)CCC1CCNCC1